NC1(OC2=CC(=CC(=C2)OC2=C(C(=C(C(=C2F)F)C=C)F)F)OC2(CC(=CC=C2)C(F)(F)F)N)CC(=CC=C1)C(F)(F)F 1,3-bis(1-amino-3-trifluoromethylphenoxy)-5-(2,3,5,6-tetrafluoro-4-vinylphenoxy)benzene